NC(C(CCC(=O)OC(C)(C)C)N1C(C2=CC=C(C=C2C1)C1CCC(CC1)=O)=O)=O tert-butyl 5-amino-5-oxo-4-[1-oxo-5-(4-oxocyclohexyl)isoindolin-2-yl]pentanoate